FC1=CC=C2[C@]3(C(NC2=C1)=O)[C@@H](C3)C3=CC=C1C(=NNC1=C3)NC3=NC(=NC=C3OC)C (1r,2s)-6'-fluoro-2-{3-[(5-methoxy-2-methylpyrimidin-4-yl)amino]-1H-indazol-6-yl}spiro[cyclopropane-1,3'-indol]-2'(1'H)-one